FC1(CC(C1)(CC1=NN=C(N1C)S)C1=CC=C2CNC(C2=C1)=O)F 6-(3,3-Difluoro-1-((5-mercapto-4-methyl-4H-1,2,4-triazol-3-yl)methyl)cyclobutyl)isoindolin-1-one